C[Si](O[Si](C)(C=C)C=C)(C=C)C=C 1,3-dimethyl-tetravinyl-disiloxane